C(C)(C)(C)OC(=O)N(C=1C(=NC=CC1C)Br)C(=O)OC(C)(C)C 3-[Di(tert-butoxycarbonyl)amino]-2-bromo-4-methylpyridine